FC(C(=O)F)(C(F)(F)F)OC(F)(F)F perfluoro-2-methoxypropionylfluoride